3-(2,2-dichlorovinyl)-2,2-dimethylcyclopropane-1-carboxylic acid ClC(=CC1C(C1C(=O)O)(C)C)Cl